5-(tert-butyl)-N-(2-methyl-4-(6-(pyridin-2-yl)pyrrolo[2,1-f][1,2,4]triazin-4-yl)benzyl)-1,2,4-oxadiazole-3-carboxamide C(C)(C)(C)C1=NC(=NO1)C(=O)NCC1=C(C=C(C=C1)C1=NC=NN2C1=CC(=C2)C2=NC=CC=C2)C